4-(4-methylphenyl)-oxazolidin-2-one CC1=CC=C(C=C1)C1NC(OC1)=O